C1(=CCCCC1)C1C2C3C4C=CC(C3C(C1)C2)C4 9-cyclohexenyltetracyclo[6.2.1.13,6.02,7]dodec-4-ene